BrC=1C=C(C=NC1)C1(CCCC1)C(=O)O 1-(5-bromopyridin-3-yl)cyclopentane-1-carboxylic acid